FC(C=1C=NC(=NC1)N1CCN(CC1)C(=O)C1CN(C1)CCC)(F)F 1-(3-(4-(5-trifluoromethylpyrimidin-2-yl)piperazine-1-carbonyl)azetidin-1-yl)propan